ClCCCCCC 6-chlorohexane